[BH4-].[Na+].FC1(CC=C(CC1)[C@@H]1NC[C@H](CC1)C)F |r| rac-(2R,5S)-2-(4,4-Difluorocyclohexen-1-yl)-5-methyl-piperidine Sodium Borohydride